bis[2,3,3,3-tetrafluoro-2-(heptafluoropropoxy)-1-oxopropyl] peroxide FC(C(=O)OOC(C(C(F)(F)F)(OC(C(C(F)(F)F)(F)F)(F)F)F)=O)(C(F)(F)F)OC(C(C(F)(F)F)(F)F)(F)F